C(CCCCCCCCCCCCCCCCCCCCCCC)[NH-] n-tetracosyl-amide